(octafluoro-1,6-hexanediyl) terephthalate C1(C2=CC=C(C(=O)OCC(C(C(C(CO1)(F)F)(F)F)(F)F)(F)F)C=C2)=O